FC(C(C[N+](=O)[O-])O)F 1,1-difluoro-3-nitro-propan-2-ol